[NH2+]=C(O)N uronium